(S)-N-(3-cyclobutyl-5-(trifluoromethyl)pyrazolo[1,5-a]pyridin-2-yl)-3-hydroxy-3-(pyridin-2-yl)butanamide C1(CCC1)C=1C(=NN2C1C=C(C=C2)C(F)(F)F)NC(C[C@@](C)(C2=NC=CC=C2)O)=O